1-fluoro-4-[(2-fluoro-4-methyl-5-nitrophenyl)disulfanyl]-3-methyl-2-nitrobenzene FC1=C(C(=C(C=C1)SSC1=C(C=C(C(=C1)[N+](=O)[O-])C)F)C)[N+](=O)[O-]